2-chloro-N-((1R,2R,4S)-7-cyano-7-azabicyclo[2.2.1]heptan-2-yl)-4-(6-(2-cyano-2-propanyl)-2-pyridinyl)benzamide ClC1=C(C(=O)N[C@H]2[C@H]3CC[C@@H](C2)N3C#N)C=CC(=C1)C1=NC(=CC=C1)C(C)(C)C#N